C(C)NC(C(C)(C)C=1C=CC=2N(C1)N=CC2I)=O N-ethyl-2-(3-iodopyrazolo[1,5-a]pyridin-6-yl)-2-methyl-propanamide